2,3,5,6-tetramethyl-4-methylOxybenzenesulfonamide CC1=C(C(=C(C(=C1C)OC)C)C)S(=O)(=O)N